5-Chloro-1-[(4-methoxyphenyl)methyl]-3-[2-(1-methylcyclopropyl)ethynyl]pyrazin-2-one ClC=1N=C(C(N(C1)CC1=CC=C(C=C1)OC)=O)C#CC1(CC1)C